6-chloro-3-[4-[3-dimethylphosphoryl-5-(1H-pyrazol-4-yl)-1-piperidinyl]pyrimidin-2-yl]imidazo[1,2-a]pyridine ClC=1C=CC=2N(C1)C(=CN2)C2=NC=CC(=N2)N2CC(CC(C2)C=2C=NNC2)P(=O)(C)C